N-[2-(dimethylamino)ethyl]-3-hydroxyazetidine-1-carboxyamide CN(CCNC(=O)CN1CC(C1)O)C